[N+](=O)([O-])C1=CC=C(C=C1)C1=NC(=NO1)C1=CC(=CC=C1)C(F)(F)F 5-(4-Nitrophenyl)-3-[3-(trifluoromethyl)phenyl]-1,2,4-oxadiazole